(2R,3R,4R,5R,6R)-5-acetamido-2-(acetoxymethyl)-6-((9-(((benzyloxy)carbonyl)amino)nonyl)oxy)tetrahydro-2H-pyran-3,4-diyl diacetate C(C)(=O)O[C@H]1[C@H](O[C@H]([C@@H]([C@H]1OC(C)=O)NC(C)=O)OCCCCCCCCCNC(=O)OCC1=CC=CC=C1)COC(C)=O